CC=1N=CN2N=CC(=CC21)O 5-methylimidazo[1,5-b]pyridazin-3-ol